ClC1=C(C=CC(=C1)B1OC(C(O1)(C)C)(C)C)C1N(CCOC1)C(=O)OC(C)(C)C tert-Butyl 3-(2-chloro-4-(4,4,5,5-tetramethyl-1,3,2-dioxaborolan-2-yl)phenyl)morpholine-4-carboxylate